(1S,2R)-1-(3-fluorophenyl)cyclopropan FC=1C=C(C=CC1)C1CC1